Ethyl acetoacetate ethylene ketal C1COC(CC(=O)OCC)(C)O1